5-chloro-1-((6-phenylpyridin-3-yl)methyl)-1H-indazole-7-carboxylic acid methyl ester COC(=O)C=1C=C(C=C2C=NN(C12)CC=1C=NC(=CC1)C1=CC=CC=C1)Cl